N-(4-(4-amino-7-methyl-5-(4-((4-methylpyrimidin-2-yl)oxy)phenyl)-7H-pyrrolo[2,3-d]pyrimidin-6-yl)-2-fluoro-5-methylphenyl)methacrylamide NC=1C2=C(N=CN1)N(C(=C2C2=CC=C(C=C2)OC2=NC=CC(=N2)C)C2=CC(=C(C=C2C)NC(C(=C)C)=O)F)C